C1(CC1)CCN1C(=NC2=C1C=C(C(=C2)F)F)CN2C(C(=CC=C2)NC([C@H](CC\C=C\C(=O)N(C)C)NC(OC)=O)=O)=O methyl (S,E)-(1-((1-((1-(2-cyclopropylethyl)-5,6-difluoro-1H-benzo[d]imidazol-2-yl)methyl)-2-oxo-1,2-dihydropyridin-3-yl)amino)-7-(dimethylamino)-1,7-dioxohept-5-en-2-yl)carbamate